[(1R,2S,3R,4R,5R)-3,4-dihydroxy-6,8-dioxabicyclo[3.2.1]octan-2-yl] 4-methylbenzenesulfonate CC1=CC=C(C=C1)S(=O)(=O)O[C@@H]1[C@H]2CO[C@@H]([C@@H]([C@H]1O)O)O2